5-(2-Aminoethyl)-6-(3,8-diazabicyclo[3.2.1]octan-3-yl)-2-(2-(1-methyl-1H-imidazol-2-yl)ethoxy)pyrimidine-4-carboxylic acid NCCC=1C(=NC(=NC1N1CC2CCC(C1)N2)OCCC=2N(C=CN2)C)C(=O)O